methyl nonane-2-carboxylate bistrifluoroacetate salt FC(C(=O)O)(F)F.FC(C(=O)O)(F)F.CC(CCCCCCC)C(=O)OC